1-((3aR,5r,6aS)-5-(5-chloro-1H-indazol-7-yl)-5-hydroxyhexahydrocyclopenta[c]pyrrol-2(1H)-yl)ethanone ClC=1C=C2C=NNC2=C(C1)C1(C[C@@H]2[C@@H](CN(C2)C(C)=O)C1)O